3-(3-(7-chloro-6-(2'-hydroxy-[1,1'-biphenyl]-4-yl)-2-oxo-1,2-dihydroquinolin-3-yl)phenyl)propionic acid ClC1=C(C=C2C=C(C(NC2=C1)=O)C=1C=C(C=CC1)CCC(=O)O)C1=CC=C(C=C1)C1=C(C=CC=C1)O